COC(C1=C(N=CC=C1)C(NCC(C1=CC=C(C=C1)C(F)(F)F)=O)=O)=O (2-oxo(2-(4-(trifluoromethyl)phenyl)ethyl)carbamoyl)nicotinic acid methyl ester